5-chloro-2-(4-{[(3R)-1-methylpiperidin-3-yl]amino}phthalazin-1-yl)phenol ClC=1C=CC(=C(C1)O)C1=NN=C(C2=CC=CC=C12)N[C@H]1CN(CCC1)C